decyl 6-((3-((6-((3-hexyl)oxy)-6-oxohexyl)amino)propyl)(2-hydroxyethyl)amino)hexanoate CCC(CCC)OC(CCCCCNCCCN(CCCCCC(=O)OCCCCCCCCCC)CCO)=O